CC1=CC=CC=2N(C[C@H](OC21)C(F)(F)F)C(=O)C2=CC(=CC=C2)N2N=CN=C2 (+)-[(2S)-2,3-Dihydro-8-methyl-2-(trifluoromethyl)-4H-1,4-benzoxazin-4-yl][3-(1H-1,2,4-triazol-1-yl)phenyl]methanone